C(#N)N1C[C@@H](C[C@H]1CS(=O)(=O)C)NC(=O)C=1OC(=CN1)C1=CC(=CC=C1)C(F)(F)F N-((3R,5S)-1-Cyano-5-((methylsulfonyl)methyl)pyrrolidin-3-yl)-5-(3-(trifluoromethyl)phenyl)-oxazole-2-carboxamide